(Z)-But-2-ene C\C=C/C